FC1=C(C(=CC=C1)C)N1CCC(CC1)N1C(N(C=2C(C1)=CN(N2)C)CC2=NC=CC=C2C(F)(F)F)=O 5-[1-(2-Fluoro-6-methyl-phenyl)-piperidin-4-yl]-2-methyl-7-(3-trifluoromethyl-pyridin-2-ylmethyl)-2,4,5,7-tetrahydro-pyrazolo[3,4-d]pyrimidin-6-on